1-oxo-isoindolin-5-yl 4-guanidinobenzoate N(C(=N)N)C1=CC=C(C(=O)OC=2C=C3CNC(C3=CC2)=O)C=C1